OC(COC1=C(C(=C(C=C1)C=1C(CC(NN1)=O)C)OCOC)C)(C)C 6-[4-(2-Hydroxy-2-methylpropoxy)-2-(methoxymethyloxy)-3-methylphenyl]-5-methyl-4,5-dihydro-2H-pyridazin-3-one